FC(C=1C=C2OC=3C=C(C=CC3NC2=CC1)CNC(=O)C1CN2CCC1CC2)(F)F N-((7-(trifluoromethyl)-10H-phenoxazin-3-yl)methyl)quinuclidine-3-carboxamide